(6R,8R)-7,7-diMethyl-5,6,7,8-tetrahydro-6,8-methyleneisoquinolin-3-yl trifluoromethanesulfonate FC(S(=O)(=O)OC=1N=CC=2[C@H]3C([C@@H](CC2C1)C3)(C)C)(F)F